3,4,5-trifluorophenylmagnesium iodide FC=1C=C(C=C(C1F)F)[Mg]I